tert-butyl(benzoate) C(C)(C)(C)OC(C1=CC=CC=C1)=O